triacetyl citrate (triacetyl citrate) C(C)(=O)C(C(C(C(=O)O)(C(C)=O)C(C)=O)(O)C(=O)O)C(=O)O.C(CC(O)(C(=O)OC(C)=O)CC(=O)OC(C)=O)(=O)OC(C)=O